[4-(3-{[(7-methoxy-3-methyl-1H-indol-4-yl)methyl]amino}pyrido[2,3-b]pyrazin-6-yl)morpholin-2-yl]methanol COC=1C=CC(=C2C(=CNC12)C)CNC1=CN=C2C(=N1)N=C(C=C2)N2CC(OCC2)CO